COC1=CC=C(C=C1)C1=NNC(N1CC=C)=S 3-(4-methoxyphenyl)-4-(prop-2-enyl)-5-thioxo-1H-1,2,4-triazole